CC1=NN(C=C1)C=1SC=2C=NC(=CC2N1)NC1=NC(=C(C=C1)N1CCOCC1)CN1CCCC1 N-[2-(3-Methyl-1H-pyrazol-1-yl)-[1,3]thiazolo[5,4-c]pyridin-6-yl]-5-(morpholin-4-yl)-6-[(pyrrolidin-1-yl)methyl]pyridin-2-amine